CN1N=C(C=C1C(F)(F)F)C(=O)NC1=CC2=C(C=N1)C=C(N2)C2=CC(=NC=C2)C 1-methyl-N-(2-(2-methylpyridin-4-yl)-1H-pyrrolo[3,2-c]pyridin-6-yl)-5-(trifluoromethyl)-1H-pyrazole-3-carboxamide